(S)-dimethyl 5-(1-(4-(methoxycarbonyl)benzyl)-1H-naphtho[1,8-de][1,3,2]diazaborinin-2(3H)-yl)-4,6,7-trimethyl-1,3-dihydro-2H-indene-2,2-dicarboxylate COC(=O)C1=CC=C(CN2B(NC3=C4C2=CC=CC4=CC=C3)C=3C(=C4CC(CC4=C(C3C)C)(C(=O)OC)C(=O)OC)C)C=C1